N1C(=NC2=C1C=CC=C2)C(N2N=C1C(=C(C=CC1=C2)Br)F)C2=C(C=CC(=C2)F)OC 2-[1H-benzimidazol-2-yl-(5-fluoro-2-methoxy-phenyl)methyl]-6-bromo-7-fluoro-indazole